[Li+].[OH-].[Li+].[OH-] lithium hydroxide lithium salt